N-[9-[(2R,6S)-6-[[bis(4-methoxyphenyl)-phenyl-methoxy]methyl]-4-isopropyl-6-(triiso-propylsilyloxymethyl)morpholin-2-yl]-6-oxo-1H-purin-2-yl]-2-methyl-propanamide COC1=CC=C(C=C1)C(OC[C@]1(O[C@H](CN(C1)C(C)C)N1C=2N=C(NC(C2N=C1)=O)NC(C(C)C)=O)CO[Si](C(C)C)(C(C)C)C(C)C)(C1=CC=CC=C1)C1=CC=C(C=C1)OC